NCCOCCOCCOCCC(=O)NC1=C2C(N(C(C2=CC=C1)=O)C1C(NC(CC1)=O)=O)=O 3-(2-(2-(2-aminoethoxy)ethoxy)ethoxy)-N-(2-(2,6-dioxopiperidin-3-yl)-1,3-dioxoisoindolin-4-yl)propanamide